FC(C1=CC=C(C=N1)[C@H]1C[C@H](CCC1)N1CCC2(CS(C2)(=O)=O)CC1)(F)F 7-((1S,3R)-3-(6-(trifluoromethyl)pyridin-3-yl)cyclohexyl)-2-thia-7-azaspiro[3.5]nonane 2,2-dioxide